CN(C(OC(C)(C)C)=O)C1CCN(CC1)C1=CC=CC=2N(C(N(C21)C)=O)C2C(N(C(CC2)=O)C)=O 1-Tert-butyl N-methyl-N-[1-[3-methyl-1-(1-methyl-2,6-dioxo-3-piperidyl)-2-oxo-benzimidazol-4-yl]-4-piperidyl]carbamate